C(#N)C1(CC1)NS(=O)(=O)C=1C=C(C2=CN(N=C2C1)CCNCC#N)N1CCN(CC1)C(C(C)C)=O N-(1-cyanocyclopropyl)-2-(2-((cyanomethyl)amino)ethyl)-4-(4-isobutyrylpiperazin-1-yl)-2H-indazole-6-sulfonamide